C(C)C(CC)N1N=CC=2N=C(N=C(C21)N[C@H](C)C=2C=NC1=CC=CC=C1C2)N2CCN(CC2)C(=O)N 4-[1-(1-ethyl-propyl)-7-((R)-1-quinolin-3-yl-ethylamino)-1H-pyrazolo[4,3-d]pyrimidin-5-yl]-piperazine-1-carboxylic acid amide